Cl.NCCCC[C@@H](C(CCl)=O)N=S(=O)=O (3S)-7-amino-1-chloro-3-sulfonylamino-2-heptanone hydrochloride